COC1=CC=C(C=C1)C1N(CCC1)C(=O)NC1=C(C=CC(=C1)C(F)(F)F)N1CCOCC1 2-(4-methoxyphenyl)-N-[2-(morpholin-4-yl)-5-(trifluoromethyl)phenyl]pyrrolidine-1-carboxamide